6-chloro-3-{[4-(4-morpholinyl)-1-piperidinyl]methyl}-N-(1-phenylcyclopropyl)-7-(propoxy)-2-[3-(trifluoromethyl)phenyl]-4-quinolinecarboxamide ClC=1C=C2C(=C(C(=NC2=CC1OCCC)C1=CC(=CC=C1)C(F)(F)F)CN1CCC(CC1)N1CCOCC1)C(=O)NC1(CC1)C1=CC=CC=C1